NC1=CC(=C(C(=N1)C1=C(C=C2C(=NC(=NC2=C1F)OC[C@]12CCCN2C[C@@H](C1)F)N(C)C)Cl)C(F)(F)F)C 7-(6-amino-4-methyl-3-(trifluoromethyl)pyridin-2-yl)-6-chloro-8-fluoro-2-(((2R,7aS)-2-fluorotetrahydro-1H-pyrrolizin-7a(5H)-yl)methoxy)-N,N-dimethylquinazolin-4-amine